ClC1=CC(=C(C=C1Cl)NC(=O)N1[C@@H]2CC3=C(C=NC(=C3F)F)[C@H]1CC2)F (6S,9R)-N-(4,5-dichloro-2-fluorophenyl)-3,4-difluoro-6,7,8,9-tetrahydro-5H-6,9-epimino-cyclohepta[c]pyridine-10-carboxamide